C1(CC1)C1=CC(=C(C=C1)NC1=C(C(=O)NOCC)C=CC(=N1)NC1=NC(=NC=C1)OC)S(NC)(=O)=O ((4-cyclopropyl-2-(N-methylsulfamoyl)phenyl)amino)-N-ethoxy-6-((2-methoxypyrimidin-4-yl)amino)nicotinamide